N=1N(N=C2C1C=CC=C2)C2=C(C(=CC(=C2)C(C)(C)C)C(C)(C)C)O 2-(2H-benzotriazole-2-yl)-4,6-di-tert-butylphenol